CN1CC(C1)(C)[C@@](C=1C=C(C=NC1)C1=NOC(=N1)C1(CC1)NC(C([2H])([2H])[2H])=O)(C1=CC=C(C=C1)C(C)C)O (R)-N-(1-(3-(5-((1,3-dimethylazetidin-3-yl)(hydroxy)(4-isopropylphenyl)methyl)pyridin-3-yl)-1,2,4-oxadiazol-5-yl)cyclopropyl)acetamide-2,2,2-d3